1-(4-(piperidin-1-ylsulfonyl)phenyl)piperazine methyl-(2S)-2-((2S)-2-(((2-(3-chlorophenyl)-2-methyl-1-phenylpropoxy)carbonyl)amino)hexanamido)-3-((S)-2-oxopyrrolidin-3-yl)propanoate COC([C@H](C[C@H]1C(NCC1)=O)NC([C@H](CCCC)NC(=O)OC(C(C)(C)C1=CC(=CC=C1)Cl)C1=CC=CC=C1)=O)=O.N1(CCCCC1)S(=O)(=O)C1=CC=C(C=C1)N1CCNCC1